5-[2-[4-(4-aminophenyl)piperazin-1-yl]-7-azaspiro[3.5]nonan-7-yl]-2-(2,6-dioxo-3-piperidyl)isoindoline-1,3-dione NC1=CC=C(C=C1)N1CCN(CC1)C1CC2(C1)CCN(CC2)C=2C=C1C(N(C(C1=CC2)=O)C2C(NC(CC2)=O)=O)=O